5-(dimethylamino)-2-fluorobenzonitrile CN(C=1C=CC(=C(C#N)C1)F)C